ethyl 3-amino-4-((dimethylamino) methyl)-1H-pyrrole-2-carboxylate hydrochloride Cl.NC1=C(NC=C1CN(C)C)C(=O)OCC